C1(OCC12CNC2)C(=O)[O-] 2-oxa-6-azaspiro[3.3]heptanecarboxylate